CCOC(=O)COC1=C(C=C(C(=C1)C2=NN(C(=C2Cl)OC(F)F)C)F)Cl The molecule is an ethyl ester resulting from the formal condensation of the carboxy group of pyraflufen with ethanol. A proherbicide for pyraflufen, it is used for the control of broad-leaved weeds and grasses in a variety of crops. It has a role as an EC 1.3.3.4 (protoporphyrinogen oxidase) inhibitor, a proherbicide and an agrochemical. It is a member of pyrazoles, a biaryl, an ethyl ester, an aromatic ether, a member of monochlorobenzenes and a member of monofluorobenzenes. It derives from a pyraflufen.